[Pd].CC(CP(C1=CC=CC=C1)C1=CC=CC=C1)(CP(C1=CC=CC=C1)C1=CC=CC=C1)C dimethyl-[1,3-bis(diphenylphosphino)propane] palladium